C(C=C)(=O)N1CC2(C1)CN(CC2)C=2N=C(C1=C(N2)N(C=C1)[C@H](CC(=O)NC)CC(C)C)C1=C(C=CC=C1)F (S)-3-(2-(2-Acryloyl-2,6-diazaspiro[3.4]octan-6-yl)-4-(2-fluorophenyl)-7H-pyrrolo[2,3-d]pyrimidin-7-yl)-N,5-dimethylhexanamide